C(CCCCCCCCCCC)(=O)OCCCCCCCCCCCCCCCCCCCC eicosanyl laurate